(1S,3R,4R)-3-tert-butoxycarbonylamino-4-hydroxy-cyclohexanecarboxylic acid C(C)(C)(C)OC(=O)N[C@@H]1C[C@H](CC[C@H]1O)C(=O)O